(S)-3-Cyclopentyl-3-(4-(4,4,5,5-tetramethyl-1,3,2-dioxaborolan-2-yl)-1H-pyrazol-1-yl)propanenitrile C1(CCCC1)[C@H](CC#N)N1N=CC(=C1)B1OC(C(O1)(C)C)(C)C